C(=O)(O)C(CC)N(C(=O)N)C 1-carboxypropyl-1-methyl-urea